4-(2,6-difluoro-4-{[(oxetan-3-ylmethyl)carbamoyl]amino}phenoxy)-N-[(1-methyl-1H-imidazol-5-yl)methyl]-1-{[2-(trimethylsilyl)ethoxy]methyl}-1H-pyrrolo[2,3-b]pyridine-3-carboxamide FC1=C(OC2=C3C(=NC=C2)N(C=C3C(=O)NCC3=CN=CN3C)COCC[Si](C)(C)C)C(=CC(=C1)NC(NCC1COC1)=O)F